C(CCCCCCCCCCCCCCCCC)N(C)CCCCCCCCCCCCCCCCCC N,N-distearyl-N-methylamine